OC(CC(CCCCCN)NCC(CCCCCCCCCC)O)CCCCCCCCCC 1,N1-bis(2-hydroxydodecyl)hexane-1,6-diamine